C(CC(=O)O)(=O)[O-].C(CC(=O)O)(=O)O.B(O)(O)O.[Li+] lithium borate dimalonate